methyl 2-((1-(3-methylpyridin-2-yl)ethyl)((5-(trifluoromethyl)pyridin-2-yl)methyl)amino)-2-oxoacetate CC=1C(=NC=CC1)C(C)N(C(C(=O)OC)=O)CC1=NC=C(C=C1)C(F)(F)F